indoletrimethanol N1C(=C(C=2C(=CC=CC12)CO)CO)CO